8-chloro-6-(2-fluorophenyl)-4H-benzo[f]imidazo[1,5-a][1,4]diazepine-3-carboxylic acid ClC=1C=CC2=C(C(=NCC=3N2C=NC3C(=O)O)C3=C(C=CC=C3)F)C1